FC1=CC=C(CC=2C(=NC(=NC2)NCC2=CC=C(C=C2)OCC(C)C)N2CC3N(CC2)CCC3)C=C1 (4-Fluorobenzyl)-4-(hexahydropyrrolo[1,2-a]pyrazin-2(1H)-yl)-N-(4-isobutoxybenzyl)pyrimidin-2-amine